NCCNC1=NC2=CC=CC=C2C2=C1SC=1C=CC(=CC1C2=O)C 6-(2-aminoethylamino)-10-methyl-12H-thiochromeno[2,3-c]quinolin-12-one